COC(=O)[C@]12CCCN2[C@@H]([C@@H](C1)C(=O)OC(C)(C)C)COCC1=CC=CC=C1 (2R,3S,7aS)-3-((benzyloxy)-methyl)tetrahydro-1H-pyrrolizine-2,7a(5H)-dicarboxylic acid 2-(tert-butyl) 7a-methyl ester